(5-(4-amino-5-fluoropyrimidin-2-yl)-5-azaspiro[2.5]octanyl)(5-phenyl-4,5-dihydro-1H-pyrazol-1-yl)methanone NC1=NC(=NC=C1F)N1CC2(CC2C(=O)N2N=CCC2C2=CC=CC=C2)CCC1